7-[3-(3-hydroxy-4-phenyl-1-pentenyl)-7-oxabicyclo[2.2.1]hept-2-yl]-5-heptenoic acid OC(C=CC1C(C2CCC1O2)CC=CCCCC(=O)O)C(C)C2=CC=CC=C2